COC1=C(C=CC=C1)C=O (2-methoxyphenyl)methanon